C(#N)CC1=C(C=CC(=C1)C(F)(F)F)C=1C=C2CCN(C(C2=CC1)=O)C=1C=CC(=C(C1)NS(=O)(=O)C)O N-(5-(6-(2-(cyanomethyl)-4-(trifluoromethyl)phenyl)-1-oxo-3,4-dihydroisoquinolin-2(1H)-yl)-2-hydroxyphenyl)methanesulfonamide